ClC=1C=C(C=CC1OCC1=NC=CC=C1)NC(C1=CC=CC=C1)=O N-(3-chloro-4-(pyridin-2-ylmethoxy)phenyl)-benzamide